COC1=CC=C(C=C1)C(C)O 1-(4-methoxyphenyl)-1-ethanol